C(C1=CC=CC=C1)C=1NC(=NN1)C(=O)N1C[C@@]2(CC(C1)(C)C)C1=C(NC(O2)=O)C=CC(=C1F)Cl (R)-1'-(5-Benzyl-4H-1,2,4-triazole-3-carbonyl)-6-chloro-5-fluoro-5',5'-dimethylspiro[benzo[d][1,3]oxazine-4,3'-piperidin]-2(1H)-one